S1C=NC=C1C=1CCN(CC1)C(=O)OC(C)(C)C tert-butyl 4-(thiazol-5-yl)-3,6-dihydropyridine-1(2H)-carboxylate